N-(8-(methylamino)-5-(oxazolo[5,4-b]pyridin-2-yl)-2,7-naphthyridin-3-yl)cyclopropanecarboxamide CNC=1N=CC(=C2C=C(N=CC12)NC(=O)C1CC1)C=1OC2=NC=CC=C2N1